C(C=C)OCC1OC1 2-((allyloxy)methyl)oxirane